CC1(N(C(CCC1)(C)C)C(=O)[O-])C.[Li+] lithium 2,2,6,6-tetramethyl-piperidinate